N-3-aminopropyl-diethylenetriamine NCCCNCCNCCN